3-[4-(4-Aminopiperidin-1-yl)-3-(3-chloro-5-fluorophenyl)cinnolin-6-yl]-2-hydroxybenzonitril NC1CCN(CC1)C1=C(N=NC2=CC=C(C=C12)C=1C(=C(C#N)C=CC1)O)C1=CC(=CC(=C1)F)Cl